CC(C(=O)O)=C(CCCCC)C 2,3-dimethyl-2-octenoic acid